N2-(Hexan-3-yl)-7-((5-methyl-6-(piperazin-1-yl)pyridin-3-yl)methyl)imidazo[2,1-f][1,2,4]triazin-2,4-diamin CCC(CCC)NC1=NN2C(C(=N1)N)=NC=C2CC=2C=NC(=C(C2)C)N2CCNCC2